1-Butyl-5-(diaminomethylene)-3-((1s,4s)-4-((methylamino)methyl)cyclohexyl)pyrimidine-2,4,6(1H,3H,5H)-trione C(CCC)N1C(N(C(C(C1=O)=C(N)N)=O)C1CCC(CC1)CNC)=O